C(C=C)(=O)OC1=CC=CC=2SC3=CC=CC=C3C(C12)=O acryloxythioxanthone